BrC=1C(=NN(C1)C)NCC1=C(C=CC=C1)C1CC1 (4-Bromo-1-methyl-1H-pyrazol-3-yl)-(2-cyclopropyl-benzyl)-amine